C1(=CC=CC=C1)N1C2=CC=CC=C2C=2C=C(C=CC12)C=1C=CC=2N(C3=CC=CC=C3C2C1)C=1C2=C(N=CN1)C1=C(O2)C=CC=C1 4-(9'-phenyl-3,3'-bi-9H-carbazol-9-yl)benzofuro[3,2-d]pyrimidine